BrC1=CC=2C=3C4=C(C(=CC3C(C2C=C1)(C)C)O)C=C(C=C4)C 10-bromo-3,7,7-trimethyl-7H-benzo[c]fluoren-5-ol